1,2,3,4,6-pentaacetyl-α-D-galactose C(C)(=O)[C@@]1(O)[C@](O)([C@@](O)([C@@](O)([C@H](O1)C(O)C(C)=O)C(C)=O)C(C)=O)C(C)=O